C(C=C)C1CCCC1 2-allylcyclopentan